(4aR,8aS)-3-(4-chlorophenyl)-8a-methyl-1,4,4a,5,6,7,8,8a-Octahydronaphthalene-2-carbaldehyde ClC1=CC=C(C=C1)C1=C(C[C@@]2(CCCC[C@@H]2C1)C)C=O